FC1(C(C1)C(=O)NC1=NC=C2C=C(C=3N(C2=C1)C=CN3)C=3C=NC(=CC3C)[C@@H](CCC)O)F 2,2-difluoro-N-(4-(6-((R)-1-hydroxybutyl)-4-methylpyridin-3-yl)imidazo[1,2-a][1,6]naphthyridin-8-yl)cyclopropane-1-carboxamide